N=1N=CN2N=C(C=CC21)NC(CN2N=C(N1C(C2=O)=CC2=C1C=C(S2)Cl)N(C)C)=O N-([1,2,4]triazolo[4,3-b]pyridazin-6-yl)-2-(2-chloro-5-(dimethylamino)-8-oxothieno[2',3':4,5]pyrrolo[1,2-d][1,2,4]triazin-7(8H)-yl)acetamide